OC1=CC=C(C(=O)N2CCN(CC2)CCCOC2=NC3=CC=CC=C3C(=C2)C(=O)N)C=C1 3-(4-(4-hydroxybenzoyl)piperazin-1-yl)propoxyquinoline-4-carboxamide